isopropylsulfonylindazol-4-amine C(C)(C)S(=O)(=O)C1=NNC=2C=CC=C(C12)N